C(C)N1C(C=CC2=C1N=C(N=C2)N[C@@H](C)C2=CC=C(C=C2)OC)=O 8-ethyl-2-{[(1S)-1-(4-methoxyphenyl)ethyl]amino}pyrido[2,3-d]pyrimidin-7(8H)-one